2,2-dimethylaziridine CC1(NC1)C